C[C@H]1NCC[C@@]2(OCC(N3C2=C(C=N3)C)CO)C1 ((2R,4R)-2,3'-Dimethyl-6',7'-dihydrospiro[piperidine-4,4'-pyrazolo[5,1-c][1,4]oxazin]-7'-yl)methanol